C(C)(C)(C)OC(=O)N1C(C2=C(C=CC(=C2C1)Cl)NC1=NC(=C(C=C1)C1CCOCC1)C(C)N(C)C)=O 4-chloro-7-((6-(1-(dimethylamino)ethyl)-5-(tetrahydro-2H-pyran-4-yl)pyridin-2-yl)amino)-1-oxoisoindoline-2-carboxylic acid tert-butyl ester